(4-Amino-5-phenylpyridin-3-yl)(3,4-dihydroquinolin-1(2H)-yl)methanone NC1=C(C=NC=C1C1=CC=CC=C1)C(=O)N1CCCC2=CC=CC=C12